N1=C(N=CC=C1)C=1C=C(C=C(C(=O)O)C1)C(=O)O 5-(pyrimidine-yl)isophthalic acid